C1(=CC=CC=C1)[C@H]1[C@@H](C1)NC(=O)[C@@H]1CN(CC[C@H]1NC(=O)C1=CC(=NO1)C1=C(C=C(C=C1)F)F)C1CCCCC1 (3R,4R)-1-cyclohexyl-4-{[3-(2,4-difluoro-phenyl)-isoxazole-5-carbonyl]-amino}-piperidine-3-carboxylic acid ((1R,2S)-2-phenyl-cyclopropyl)-amide